methyl (thiophen-2-ylmethyl) oxalate C(C(=O)OCC=1SC=CC1)(=O)OC